(1S,4s)-4-Hydroxy-4-((R)-5H-imidazo[5,1-a]isoindol-5-yl)cyclohexan-1-carbonitril OC1(CCC(CC1)C#N)[C@@H]1N2C(C3=CC=CC=C13)=CN=C2